N-(4-(4-amino-5-(3-((dimethylamino)methyl)-4-((6-methylpyridin-2-yl)oxy)phenyl)-7-methyl-7H-pyrrolo[2,3-d]pyrimidin-6-yl)phenyl)methacrylamide tris(2,3-dibromopropyl)phosphate BrC(COP(=O)(OCC(CBr)Br)OCC(CBr)Br)CBr.NC=1C2=C(N=CN1)N(C(=C2C2=CC(=C(C=C2)OC2=NC(=CC=C2)C)CN(C)C)C2=CC=C(C=C2)NC(C(=C)C)=O)C